rac-N-[8-methoxy-2-(1-methylpyrrolidin-2-yl)imidazo[1,2-a]pyridin-6-yl]-1,3-dimethyl-indazole-6-carboxamide COC=1C=2N(C=C(C1)NC(=O)C1=CC=C3C(=NN(C3=C1)C)C)C=C(N2)[C@@H]2N(CCC2)C |r|